tert-butyl (tert-butoxycarbonyl)((1-(4-(N'-hydroxycarbamimidoyl)phenyl)-1H-pyrazol-4-yl)methyl)carbamate C(C)(C)(C)OC(=O)N(C(OC(C)(C)C)=O)CC=1C=NN(C1)C1=CC=C(C=C1)C(N)=NO